BrCCCCCCCCOC=1C=C(C(=O)C=2N=C(SC2)[C@H]2N(CCC2)C([C@H](C2CCCCC2)NC([C@H](C)N(C(OC(C)(C)C)=O)C)=O)=O)C=CC1 tert-butyl N-[(1S)-2-[[(1S)-2-[(2S)-2-[4-[3-(8-bromooctoxy)benzoyl]thiazol-2-yl]pyrrolidin-1-yl]-1-cyclohexyl-2-oxo-ethyl]amino]-1-methyl-2-oxo-ethyl]-N-methyl-carbamate